CC1COCC1 3-Methyl-tetrahydrofuran